ClC1=CC=C(C(=N1)C1=CC(=C(C=C1)B1OC(C(O1)(C)C)(C)C)C=O)NC(C)C=1C=C(C=C2C(C(=C(OC12)N1CCN(CC1)C(=O)OC(C)(C)C)C)=O)C tert-butyl 4-[8-[1-[[6-chloro-2-[3-formyl-4-(4,4,5,5-tetramethyl-1,3,2-dioxaborolan-2-yl)phenyl]-3-pyridyl]amino]ethyl]-3,6-dimethyl-4-oxo-chromen-2-yl]piperazine-1-carboxylate